BrC1=C(N)C(=CC=C1)OC1=C(C=C(C(=C1)F)F)Cl 2-bromo-6-(2-chloro-4,5-difluorophenoxy)aniline